NC=1C=C(C(=CC1)O)C=1C(=CC=C(C1)N)O 4,4'-diaminobiphenol